dodeca-7,9,11-triene CCCCCCC=CC=CC=C